2-(1H-benzo[d]imidazol-2-yl)-N4-(2-morpholinoethyl)quinazoline-2,4-diamine N1C(=NC2=C1C=CC=C2)C2(NC1=CC=CC=C1C(=N2)NCCN2CCOCC2)N